[Cl-].C(C)OC(=O)C1=NN(C(=C1)CC1=C(C=CC=C1)P(C1=CC=CC=C1)C1=CC=CC=C1)C ((3-(ethoxycarbonyl)-1-methyl-1H-pyrazol-5-yl)methyl)triphenylphosphine chloride